methyl 2-(4-bromo-2-methoxybenzoyl)-5-fluorobenzoate BrC1=CC(=C(C(=O)C2=C(C(=O)OC)C=C(C=C2)F)C=C1)OC